(S)-2-((S)-4-bromo-5-chloro-6-fluoro-2-phenyl-2,3-dihydrobenzofuran-2-yl)piperidine BrC1=C(C(=CC2=C1C[C@](O2)(C2=CC=CC=C2)[C@H]2NCCCC2)F)Cl